FC1(CCC(CC1)[C@@H](C=1N=C2N(N=C(C=C2)C[C@@H]2C(N[C@@H](C2)C(F)(F)F)=O)C1)NC(OCC1=CC=CC=C1)=O)F benzyl ((S)-(4,4-difluorocyclohexyl)(6-(((3R,5S)-2-oxo-5-(trifluoromethyl)pyrrolidin-3-yl)methyl)imidazo[1,2-b]pyridazin-2-yl)methyl)carbamate